N-((1S)-(2-((5,5-difluoro-2-oxopiperidin-3-yl)methyl)-3-morpholinoimidazo[1,2-b][1,2,4]triazin-6-yl)(4,4-difluorocyclohexyl)methyl)-1-ethyl-1H-pyrazole-5-carboxamide FC1(CC(C(NC1)=O)CC=1C(=NC=2N(N1)C=C(N2)[C@@H](NC(=O)C2=CC=NN2CC)C2CCC(CC2)(F)F)N2CCOCC2)F